2-chloro-N-(3-fluoro-4-(piperidin-1-yl)phenyl)-5-methyl-oxazole-4-carboxamide ClC=1OC(=C(N1)C(=O)NC1=CC(=C(C=C1)N1CCCCC1)F)C